N[C@@H](CCCCN)C(=O)O anti-lysine